COC(=O)C=1C=NN2C1C(=C(C(=C2)Br)Cl)CC#N 6-bromo-5-chloro-4-(cyanomethyl)pyrazolo[1,5-a]Pyridine-3-carboxylic acid methyl ester